NC1=NC=NN2C1=C(C=C2C=2C(=CC(=C(C(=O)N[C@@H]1CN(C[C@@H]1F)C(=O)C=1N=NC(=CC1)C)C2)C)F)C(F)(F)F 5-[4-amino-5-(trifluoromethyl)pyrrolo[2,1-f][1,2,4]triazin-7-yl]-4-fluoro-N-[(3R,4S)-4-fluoro-1-(6-methylpyridazine-3-carbonyl)pyrrolidin-3-yl]-2-methylbenzamide